N-(6-Methoxy-5-(trifluoromethyl)pyridin-3-yl)-6-(pyrazolo[1,5-a]pyrazin-3-carbonyl)-4,5,6,7-tetrahydrothieno[2,3-c]pyridin-3-carboxamid COC1=C(C=C(C=N1)NC(=O)C1=CSC=2CN(CCC21)C(=O)C=2C=NN1C2C=NC=C1)C(F)(F)F